S1C=C(C=C1)C1=NC=CC(=N1)N 2-(thiophen-3-yl)pyrimidin-4-amine